2-(trifluoromethoxy)-N-((5-(trifluoromethyl)pyrazolo[1,5-c]quinazolin-2-yl)methyl)benzamide FC(OC1=C(C(=O)NCC2=NN3C(=NC=4C=CC=CC4C3=C2)C(F)(F)F)C=CC=C1)(F)F